C[C@H]1CCC(=NC1)C=1C=CC2=C(N=C(S2)CCN2CCCC2)C1 (S)-5-(5-methyl-3,4,5,6-tetrahydropyridin-2-yl)-2-(2-(Pyrrolidin-1-yl)Ethyl)benzo[d]thiazole